3-chloro-N-[1-[3-(triazol-2-yl)pyrazin-2-yl]ethyl]-5-(trifluoromethoxy)benzamide ClC=1C=C(C(=O)NC(C)C2=NC=CN=C2N2N=CC=N2)C=C(C1)OC(F)(F)F